1-hydroxy-2-aminoethane OCCN